COC(=O)C=1C=C2C(=NC1)N(C=C2)C2CCN(CC2)C(=O)OC(C)(C)C tert-butyl 4-[5-(methoxycarbonyl)pyrrolo[2,3-b]pyridin-1-yl]piperidine-1-carboxylate